iridium (iii) acetate C(C)(=O)[O-].[Ir+3].C(C)(=O)[O-].C(C)(=O)[O-]